O[C@@H](C(=O)N1CCN(CC1)C1=NC=C(C=C1)C1=C2C=CC=NC2=CC(=C1)C=1C=NN(C1)C)C(C)C (R)-2-hydroxy-3-methyl-1-(4-(5-(7-(1-methyl-1H-pyrazol-4-yl)quinolin-5-yl)pyridin-2-yl)piperazin-1-yl)butan-1-one